(R)-3-cyclopentyl-3-(4-(7-((2-(trimethylsilyl)ethoxy)methyl)-7H-pyrrolo[2,3-d]pyrimidin-4-yl)-1H-pyrazol-1-yl)propionitrile C1(CCCC1)[C@@H](CC#N)N1N=CC(=C1)C=1C2=C(N=CN1)N(C=C2)COCC[Si](C)(C)C